C(C1CCC(CC1)N=C=O)C1CCC(CC1)N=C=O methylenebis-4,4'-cyclohexyl diisocyanate